N1(C=CC=C1)P(OC1=C(C2=CC=CC=C2C=C1)C1=C(C=CC2=CC=CC=C12)OP(N1C=CC=C1)N1C=CC=C1)N1C=CC=C1 2,2'-bis((di(1H-pyrrol-1-yl)phosphino)oxy)-1,1'-binaphthyl